6-chloro-3-nitro-1,7-naphthyridine ClC=1C=C2C=C(C=NC2=CN1)[N+](=O)[O-]